4-fluoro-2-(2-fluoro-4-iodoanilino)-5-[[3-fluoro-2-(methylsulfamoylamino)pyridin-4-yl]methyl]benzamide FC1=CC(=C(C(=O)N)C=C1CC1=C(C(=NC=C1)NS(NC)(=O)=O)F)NC1=C(C=C(C=C1)I)F